C(C)(C)(C)OC(=O)N1[C@@H](CCCCC1)C(=O)O (S)-1-(tert-Butoxycarbonyl)homopiperidine-2-carboxylic acid